CC(CC(O)O)C 3-methyl-butanediol